di-tert-butyl (2-formylbenzyl) phosphate P(=O)(OC(C)(C)C)(OC(C)(C)C)OCC1=C(C=CC=C1)C=O